C1(CC1)C[C@@H](C(=O)OCC1=NC=CN=C1)NC(C[C@H]1N(C(CC1)=O)CC1=C(C(=CC=C1)F)F)=O Pyrazin-2-ylmethyl (S)-3-cyclopropyl-2-(2-((S)-1-(2,3-difluorobenzyl)-5-oxopyrrolidin-2-yl)acetamido)propanoate